CC=1NC=2N(C(C1[C@H](C)C=1C=C3N=CC=NC3=CC1)=O)N=C(C2N2CCCCC2)C2=CC=CC=C2 (R)-5-methyl-2-phenyl-3-(piperidin-1-yl)-6-(1-(quinoxalin-6-yl)ethyl)pyrazolo[1,5-a]pyrimidin-7(4H)-one